4-(4-((1R,5S)-3,8-diazabicyclo[3.2.1]oct-3-yl)-8-fluoro-2-(((2S,4R)-4-methoxy-1-methylpyrrolidin-2-yl)methoxy)-5-(propynyl)pyrido[4,3-d]pyrimidin-7-yl)-5-ethyl-6-fluoronaphthalene [C@H]12CN(C[C@H](CC1)N2)C=2C1=C(N=C(N2)OC[C@H]2N(C[C@@H](C2)OC)C)C(=C(N=C1C#CC)C1=CC=CC2=CC=C(C(=C12)CC)F)F